C[P+](CC(C)C)(C)C Trimethylisobutyl-phosphonium